OC1=C(C(=CC(=C1)O[C@@H]1O[C@@H]([C@H]([C@@H]([C@H]1O)O)O)CO)O)C(CCC1=CC=C(C=C1)O)=O 1-[2,6-dihydroxy-4-[(2S,3R,4S,5S,6R)-3,4,5-trihydroxy-6-(hydroxymethyl)oxan-2-yl]oxyphenyl]-3-(4-hydroxyphenyl)propan-1-one